ClC=1C=C(C=NC1)[C@H]1N(OCC1)C1=CC(=NC=N1)NC1=CC=C(C=C1)N1CCN(CC1)C (S)-6-(3-(5-chloropyridin-3-yl)isoxazolidin-2-yl)-N-(4-(4-methylpiperazin-1-yl)phenyl)pyrimidine-4-amine